O1C(CCC1)C=1C(=C2N(C=3C=CC=CC3C2=O)C1)C1=CC=C(C=C1)C 2-(tetrahydrofuran-2-yl)-1-(p-tolyl)-9H-pyrrolo[1,2-a]Indol-9-one